C(C)(CC)C(C)(N)N(C)C (sec-butyl)(N',N'-dimethyl)ethanediamine